N1CCC(CC1)C(=O)OC(C)(C)C tert-butyl piperidine-4-carboxylate